COCC1=C(N=C(S1)NC1=CC=C(C=C1)S(=O)(=O)C)C1=CC(=NC=C1)C (methoxymethyl)-4-(2-methylpyridin-4-yl)-N-(4-(methylsulfonyl)phenyl)thiazol-2-amine